(1R)-1-{5-ethyl-9-methyl-[1,2,4]triazolo[4,3-c]quinazolin-7-yl}ethan-1-amine C(C)C1=NC=2C(=CC(=CC2C=2N1C=NN2)C)[C@@H](C)N